1-(5-((4-(2-chlorophenyl)piperidin-1-yl)methyl)-1-oxoisoindolin-2-yl)dihydropyrimidine-2,4(1H,3H)-dione ClC1=C(C=CC=C1)C1CCN(CC1)CC=1C=C2CN(C(C2=CC1)=O)N1C(NC(CC1)=O)=O